(1S,2S)-2-((6-(5-(aminomethyl)-1-methyl-1H-1,2,3-triazol-4-yl)-2-methylpyridin-3-yl)carbamoyl)cyclohexane-1-carboxylic acid NCC1=C(N=NN1C)C1=CC=C(C(=N1)C)NC(=O)[C@@H]1[C@H](CCCC1)C(=O)O